C(C)(C)(C)OC(=O)N1C[C@]2(C[C@@H]1C)CC=1C(=CN=CC1)O2.ClCC(=O)N(C2=CC(=C(C=C2)OC)OC)C2=CC(=C(C=C2)OC)Cl 2-chloro-N-(3-chloro-4-methoxyphenyl)-N-(3,4-dimethoxyphenyl)acetamide tert-Butyl-(2R,5'S)-5'-methyl-3H-spiro[furo[2,3-c]pyridine-2,3'-pyrrolidine]-1'-carboxylate